C(C=C)(=O)NC=1C=C(C=CC1C(=O)N1CCOCC1)NC1=CC(=CN(C1=O)C)C=1C(=C(C=CC1)NC(C1=CC=C(C=C1)OC)=O)C N-(3-(5-((3-acrylamido-4-(morpholine-4-carbonyl)phenyl)amino)-1-methyl-6-oxo-1,6-dihydropyridin-3-yl)-2-methylphenyl)-4-methoxybenzamide